tert-butyl 9-[6-(2-cyano-3,6-difluoro-phenoxy)-4-oxo-quinazolin-3-yl]-3-azaspiro[5.5]undecane-3-carboxylate C(#N)C1=C(OC=2C=C3C(N(C=NC3=CC2)C2CCC3(CCN(CC3)C(=O)OC(C)(C)C)CC2)=O)C(=CC=C1F)F